(2r,4r)-2-(((S)-1-((imidazo[1,2-a]pyridin-6-ylmethyl)amino)-1-oxopropan-2-yl)carbamoyl)-4-phenylpyrrolidine-1-carboxylic acid tert-butyl ester C(C)(C)(C)OC(=O)N1[C@H](C[C@@H](C1)C1=CC=CC=C1)C(N[C@H](C(=O)NCC=1C=CC=2N(C1)C=CN2)C)=O